CN(P(C1=CC=C(C=C1)[Si](CCCC)(CCCC)CCCC)C1=C(C=CC=C1)C)P(C1=CC=C(C=C1)[Si](CCCC)(CCCC)CCCC)C1=C(C=CC=C1)C N-methyl-1-(o-tolyl)-N-(o-tolyl(4-(tributylsilyl)phenyl)phosphaneyl)-1-(4-(tributylsilyl)phenyl)phosphanamine